C(CCCCCCC\C=C/C[C@H](O)CCCCCC)N Ricinoleylamin